S(N)(OC[C@H]1[C@H](C[C@@H](C1)OC1=NC=NC(=C1)N[C@H]1[C@H](CC2=CC(=CC=C12)Cl)OC)O)(=O)=O {(1S,2S,4R)-4-[(6-{[(1R,2S)-5-chloro-2-methoxy-2,3-dihydro-1H-inden-1-yl]-amino}pyrimidin-4-yl)oxy]-2-hydroxycyclopentyl}methyl sulfamate